1-(7-((S)-7-(5-methyl-1H-indazol-4-yl)-2-(((S)-1-methylpyrrolidin-2-yl)methoxy)-6-(trifluoromethoxy)quinazolin-4-yl)-2,7-diazaspiro[3.5]Non-2-yl)prop-2-en-1-one CC=1C(=C2C=NNC2=CC1)C1=C(C=C2C(=NC(=NC2=C1)OC[C@H]1N(CCC1)C)N1CCC2(CN(C2)C(C=C)=O)CC1)OC(F)(F)F